hydroxyethylamino-3-nitrobenzenesulfonic acid OCCNC1=C(C=CC=C1[N+](=O)[O-])S(=O)(=O)O